lead nitrate dihydrate O.O.[N+](=O)([O-])[O-].[Pb+2].[N+](=O)([O-])[O-]